C(C)OC(=O)C1=C(N=C(S1)C1=CC=C(C=C1)O)C (4-hydroxyphenyl)-4-methyl-5-thiazolecarboxylic acid ethyl ester